amino-ethyltrimethoxysilane NCO[Si](OC)(OC)CC